6-((2-ethylbenzo[d]oxazol-6-yl)methoxy)pyridine C(C)C=1OC2=C(N1)C=CC(=C2)COC2=CC=CC=N2